OC(CSSCC(CO)O)CO 3-(2,3-dihydroxypropyldisulfanyl)propane-1,2-diol